(S)-1'-(5-((3-chloropyridin-4-yl)thio)-1H-imidazo[4,5-b]pyrazin-2-yl)-5,7-dihydrospiro[cyclopenta[b]pyridine-6,4'-piperidin]-5-amine ClC=1C=NC=CC1SC=1N=C2C(=NC1)NC(=N2)N2CCC1(CC2)[C@@H](C=2C(=NC=CC2)C1)N